3-(((2,5-bis(trifluoromethyl)pyrazolo[1,5-a]pyrimidin-7-yl)amino)methyl)-3-(4-fluorophenyl)-N-(4-hydroxycyclohexyl)azetidine-1-carboxamide FC(C1=NN2C(N=C(C=C2NCC2(CN(C2)C(=O)NC2CCC(CC2)O)C2=CC=C(C=C2)F)C(F)(F)F)=C1)(F)F